thieno[2,3-b]pyridine-3-carboxaldehyde S1C=C(C=2C1=NC=CC2)C=O